3-(4-nitrophenyl)acrolein [N+](=O)([O-])C1=CC=C(C=C1)C=CC=O